N=1CC(C(C(C1)O)O)O 2,3,4,5-tetrahydro-3,4,5-pyridinetriol